2-((1,2,3,5,6,7-hexahydro-s-indacen-4-yl)amino)oxazole-5-carboxylic acid ethyl ester C(C)OC(=O)C1=CN=C(O1)NC1=C2CCCC2=CC=2CCCC12